N1C(NCC2=CC=CC=C12)=O 3,4-dihydro-quinazolin-2(1H)-one